C1(CC1)C(=O)N1CCN(CC1)C(=O)C=1C=NC2=CC=C(C=C2C1N1CCC(CC1)(C1=CC=CC=C1)CO)F (4-(Cyclopropanecarbonyl)piperazin-1-yl)(6-fluoro-4-(4-(hydroxymethyl)-4-phenylpiperidin-1-yl)quinolin-3-yl)methanone